N,N'-bis(2-isooctyl)-methyl-1H-benzotriazol-1-ylamine CC(CCCC(C)C)N(N1N(NC2=C1C=CC=C2)C(C)CCCC(C)C)C